CC(=O)N[C@@H](CC(=O)O)C(=O)O methylcarbonyl-L-aspartic acid